1-[(N-methyl-2-piperidinyl)methyl]-3-(1-naphthoyl)indole CN1C(CCCC1)CN1C=C(C2=CC=CC=C12)C(=O)C1=CC=CC2=CC=CC=C12